2,6-diacetylethylpyridine C(C)(=O)CCC1=NC(=CC=C1)C(C)=O